O=C1NC(CCC1N1C(C2=CC=CC(=C2C1=O)C#CC1CCN(CC1)CC(=O)O)=O)=O 2-(4-((2-(2,6-dioxopiperidin-3-yl)-1,3-dioxoisoindolin-4-yl)ethynyl)piperidin-1-yl)acetic acid